BrC1=CC(=C2C(NC(C2=C1)=O)C1=C(C=CC=C1)C)NC(=O)C1=NSC2=C1C=CC=C2 N-[6-bromo-3-(2-methylphenyl)-1-oxo-2,3-dihydro-1H-isoindol-4-yl]-1,2-benzothiazole-3-carboxamide